2-(4-(hydrazinomethyl)phenyl)-4-(trifluoromethyl)-1H-imidazole hydrochloride Cl.N(N)CC1=CC=C(C=C1)C=1NC=C(N1)C(F)(F)F